(4-(5-(3,5-dichlorophenyl)-5-(trifluoromethyl)-4,5-dihydroisoxazol-3-yl)-2-methylphenyl)methanol ClC=1C=C(C=C(C1)Cl)C1(CC(=NO1)C1=CC(=C(C=C1)CO)C)C(F)(F)F